ClC=1C=C(C=CC1F)NC(=O)C1=C2CC[C@@H](C2=C(C=C1)F)NC(C1=CC=NC=C1)=O (S)-N-(4-((3-chloro-4-fluorophenyl)carbamoyl)-7-fluoro-2,3-dihydro-1H-inden-1-yl)isonicotinamide